BrC1=C(C=C2CCCC2=C1)NC(C)=O N-(6-bromo-2,3-dihydro-1H-inden-5-yl)acetamide